(-)-8-((1R,2S,3R)-3-hydroxy-2-methylcyclopentyl)-6-(difluoromethyl-d)-2-((1-(methylsulfonyl)piperidin-4-yl-3,3,5,5-d4)-amino)pyrido[2,3-d]pyrimidin-7(8H)-one O[C@H]1[C@H]([C@@H](CC1)N1C(C(=CC2=C1N=C(N=C2)NC2C(CN(CC2([2H])[2H])S(=O)(=O)C)([2H])[2H])C([2H])(F)F)=O)C